CN1C=C(C2=CC=CC=C12)C1=NC(=NC=C1)NC1=CC(=C(C(=O)NCCCN2C(=NC=C2[N+](=O)[O-])C)C=C1)N1CCOCC1 4-((4-(1-methyl-1H-indol-3-yl)pyrimidin-2-yl)amino)-N-(3-(2-methyl-5-nitro-1H-imidazol-1-yl)propyl)-2-morpholinobenzamide